FC1(CC(C1)(C(=O)N1[C@@H](C[C@H](C1)F)C(=O)O)C(F)(F)F)F (2S,4R)-1-(3,3-difluoro-1-(trifluoromethyl)cyclobutane-1-carbonyl)-4-fluoropyrrolidine-2-carboxylic acid